BrC1=CC=C(C=CC(=C)N2C=CC3=CC=CC=C23)C=C1 1-(1-(4-bromostyryl)vinyl)-1H-indole